N-(6-chloropyrazin-2-yl)-5-methyl-2-azabicyclo[3.1.0]hexane-3-carboxamide ClC1=CN=CC(=N1)NC(=O)C1NC2CC2(C1)C